N-(2-ethynylthiazol-4-yl)-4-(3'-(2-oxopyrrolidin-1-yl)-[1,1'-biphenyl]-4-yl)-piperazine-1-carboxamide C(#C)C=1SC=C(N1)NC(=O)N1CCN(CC1)C1=CC=C(C=C1)C1=CC(=CC=C1)N1C(CCC1)=O